CC(C=C(C#N)C(=O)N1[C@H](CCCC1)CO[Si](C)(C)C)(C)N1CCOCC1 (R)-4-methyl-4-morpholino-2-(2-((trimethylsilyloxy)methyl)piperidine-1-carbonyl)pent-2-enenitrile